5-METHYLNICOTINALDEHYDE CC=1C=NC=C(C=O)C1